Methyl 3-(3-((1r,3r)-1-(2-bromoacetyl)-3-methoxy-3-methylcyclobutyl)phenyl)propanoate BrCC(=O)C1(CC(C1)(C)OC)C=1C=C(C=CC1)CCC(=O)OC